1-benzyl-4-(4-bromotetrahydro-2H-pyran-2-yl)-1H-pyrazole C(C1=CC=CC=C1)N1N=CC(=C1)C1OCCC(C1)Br